5-[3-[(3R,9aS)-3-(3,4-dichlorophenyl)-3,4,6,7,9,9a-hexahydro-1H-pyrazino[2,1-c][1,4]oxazine-8-carbonyl]-2-chlorophenyl]-3H-oxazol-2-one ClC=1C=C(C=CC1Cl)[C@@H]1CN2[C@H](CO1)CN(CC2)C(=O)C=2C(=C(C=CC2)C2=CNC(O2)=O)Cl